CC1=C(C=C(C=C1)C(F)(F)F)O 2-methyl-5-(trifluoromethyl)phenol